2-(bromomethyl)-4-fluoro-1-(4-fluorophenyl)sulfonyl-benzene BrCC1=C(C=CC(=C1)F)S(=O)(=O)C1=CC=C(C=C1)F